(5'S,7a'R)-5'-(3,5-difluoro-phenyl)-1-(4,5,6,7-tetra-hydropyrazolo[1,5-a]-pyridine-2-carbonyl)tetra-hydro-3'H-spiro[piperidine-4,2'-pyrrolo[2,1-b]-oxazol]-3'-one FC=1C=C(C=C(C1)F)[C@@H]1CC[C@H]2OC3(C(N21)=O)CCN(CC3)C(=O)C3=NN2C(CCCC2)=C3